indium arsenic stibium [Sb].[As].[In]